5-fluoro-3-[3-(3-fluoro-5-methylphenyl)-4-(3-{[(2-fluoroethyl)amino]methyl}azetidin-1-yl)quinolin-6-yl]-2-hydroxybenzonitrile FC=1C=C(C(=C(C#N)C1)O)C=1C=C2C(=C(C=NC2=CC1)C1=CC(=CC(=C1)C)F)N1CC(C1)CNCCF